2',5'-dibromo-1,1':4',1''-terphenyl BrC1=C(C=C(C(=C1)C1=CC=CC=C1)Br)C1=CC=CC=C1